BrC=1C=C2C(=NC=NC2=CC1)OC=1C=C(C(=NC1)CC(=O)NC=1C=NN(C1)C(C)(C)C)F 2-(5-((6-bromoquinazolin-4-yl)oxy)-3-fluoropyridin-2-yl)-N-(1-(tert-butyl)-1H-pyrazol-4-yl)acetamide